CN1C(C(=CC(=C1)C=1C=CC2=C(N(C(=N2)C2CCOCC2)CCOC(F)(F)F)C1)C)=O 1,3-dimethyl-5-(2-(tetrahydro-2H-pyran-4-yl)-1-(2-(trifluoromethoxy)ethyl)-1H-benzo[d]imidazol-6-yl)pyridin-2(1H)-one